((2S)-2-(difluoromethyl)-5-(4-(trifluoromethyl)phenyl)piperidin-1-yl)-N-(4-(ethanesulfonyl)benzyl)benzamide FC([C@H]1N(CC(CC1)C1=CC=C(C=C1)C(F)(F)F)C1=C(C(=O)NCC2=CC=C(C=C2)S(=O)(=O)CC)C=CC=C1)F